N-[3-(triethoxysilyl)propyl]-1,2-ethanediamine C(C)O[Si](CCCNCCN)(OCC)OCC